FC(OC1=C(CN2N=CC(=C2)C(=O)O)C=CC(=C1)F)F 1-(2-(difluoromethoxy)-4-fluorobenzyl)-1H-pyrazole-4-carboxylic acid